4-O-α-D-Galactopyranosyl-L-rhamnose [C@H]1([C@H](O)[C@@H](O)[C@@H](O)[C@H](O1)CO)O[C@H]([C@H]([C@H](C=O)O)O)[C@@H](O)C